(4R,6R)-4-fluoro-6-phenyl-5,6-dihydro-4H-pyrrolo[1,2-b]pyrazole-2-carboxylic acid ethyl ester C(C)OC(=O)C=1C=C2N(N1)[C@H](C[C@H]2F)C2=CC=CC=C2